NC1=NC=CC(=C1)OC1=C(C=C(C=C1)C1=NN(C(=C1C(=O)N)C(F)(F)F)C1=CC=CC=C1)F (4-((2-aminopyridin-4-yl)oxy)-3-fluorophenyl)-1-phenyl-5-(trifluoromethyl)-1H-pyrazole-4-carboxamide